4-(8-chloroquinolin-3-yl)-2,2-dimethylquinazoline-1(2H)-carbonitrile ClC=1C=CC=C2C=C(C=NC12)C1=NC(N(C2=CC=CC=C12)C#N)(C)C